5-chloro-N-{3-fluoro-4-[2-(trimethylsilyl)ethynyl]pyridin-2-yl}-2-methoxypyridine-3-sulfonamide ClC=1C=C(C(=NC1)OC)S(=O)(=O)NC1=NC=CC(=C1F)C#C[Si](C)(C)C